C(CCC)OC(=O)N[C@H](C(=O)N(C)[C@H](C(=O)O)CC1CC1)CC1CC1 (S)-2-((S)-2-((r-butoxycarbonyl)amino)-3-cyclopropyl-N-methylpropanamido)-3-cyclopropylpropanoic acid